ClC=1C=C(SC1CN1C(CCC1)=O)CN1C(NC2=C1C=CC=C2)=O 1-((4-chloro-5-((2-oxopyrrolidin-1-yl)methyl)thiophen-2-yl)methyl)-1,3-dihydro-2H-benzo[d]imidazol-2-one